2,2-Dihydroxysuccinic acid OC(C(=O)O)(CC(=O)O)O